COC1(C2CC3(CC(CC1C3)C2)N2C3=NC(=NC=C3N(C2=O)C)NC=2C(=CC3=C(CCO3)C2)C)OC 9-(4,4-Dimethoxyadamantan-1-yl)-7-methyl-2-((6-methyl-2,3-dihydrobenzofuran-5-yl)amino)-7,9-dihydro-8H-purin-8-one